COC1=C(C=CC(=C1)S(=O)(=O)C)NCC#CC1=C(C2=C(S1)C(=CC=C2)NC2CC1(C2)CCN(CC1)C(=O)[O-])CC(F)(F)F 2-((2-(3-((2-methoxy-4-(methylsulfonyl) phenyl) amino) prop-1-yn-1-yl)-3-(2,2,2-trifluoroethyl) benzo[b]thiophen-7-yl) amino)-7-azaspiro[3.5]nonane-7-carboxylate